(2S,4R)-4-hydroxy-1-[2-[3-(3-hydroxypropyl)-1,2-oxazol-5-yl]-3-methylbutyryl]-N-[[4-(4-methyl-1,3-thiazol-5-yl)phenyl]methyl]pyrrolidine-2-carboxamide O[C@@H]1C[C@H](N(C1)C(C(C(C)C)C1=CC(=NO1)CCCO)=O)C(=O)NCC1=CC=C(C=C1)C1=C(N=CS1)C